(1S,4'R)-4'-(4-(4-(dimethoxymethyl)piperidin-1-yl)phenyl)-2,3-dihydrospiro[indene-1,3'-isochroman]-7'-ol COC(C1CCN(CC1)C1=CC=C(C=C1)[C@H]1[C@@]2(OCC3=CC(=CC=C13)O)CCC1=CC=CC=C12)OC